2-(3,4-epoxycyclohexyl)ethyltrimethyloxysilane C1(CC2C(CC1)O2)CC[Si](OC)(OC)OC